5-(difluoromethoxy)-3-((diphenylmethylene)amino)picolinonitrile FC(OC=1C=C(C(=NC1)C#N)N=C(C1=CC=CC=C1)C1=CC=CC=C1)F